COC[C@H]1C[C@@H](CN1C(C=C)=O)N1N=C(C(=C1NC)C(=O)N)C#CC=1C=CC=2N(C1)N=CC2 1-[(3S,5R)-5-(Methoxymethyl)-1-(prop-2-enoyl)pyrrolidin-3-yl]-5-(methylamino)-3-(2-[pyrazolo[1,5-a]pyridin-6-yl]ethynyl)pyrazole-4-carboxamide